BrC=1C=C(C=CC1Cl)[C@@H]1N(C(OC1)(C)C)C(=O)OC(C)(C)C tert-butyl (4S)-4-(3-bromo-4-chlorophenyl)-2,2-dimethyl-1,3-oxazolidine-3-carboxylate